5-[5-(1H-1,3-benzo-diazol-5-yl)-1,3,4-oxadiazol-2-yl]-2-[(1,3-difluoropropan-2-yl)amino]benzonitrile N1C=NC2=C1C=CC(=C2)C2=NN=C(O2)C=2C=CC(=C(C#N)C2)NC(CF)CF